3-(4-cyanophenoxy)phthalonitrile C(#N)C1=CC=C(OC2=C(C(C#N)=CC=C2)C#N)C=C1